1-hydroxypropyl-3-butylimidazolium chloride salt [Cl-].OC(CC)C=1NC=C[N+]1CCCC